2,4,6-trideuterophenol [2H]C1=C(C(=CC(=C1)[2H])[2H])O